FC(C1=C(CN2N=CC(=C2)NC(=O)C2=NOC(=C2)C2=NC=CN=C2)C=CC(=C1)C(F)(F)F)(F)F N-(1-(2,4-bis(trifluoromethyl)benzyl)-1H-pyrazol-4-yl)-5-(pyrazin-2-yl)isoxazole-3-carboxamide